5-bromo-3-(but-3-en-1-yloxy)-2-iodopyridine BrC=1C=C(C(=NC1)I)OCCC=C